C(CN1C(=NC2=C1C=CC(=C2OC)C(=O)N)C2=C(C=C(C=C2)Cl)C2=NOC(N2)=O)N2C(=NC1=C2C=CC(=C1OC)C(=O)N)C1=C(C=C(C=C1)Cl)C1=NOC(N1)=O 1,1'-(Ethane-1,2-diyl)bis(2-(4-chloro-2-(5-oxo-4,5-dihydro-1,2,4-oxadiazol-3-yl)phenyl)-4-methoxy-1H-benzo[d]imidazole-5-carboxamide)